N1=C(C=CC=C1)C(=O)N1CCC2(C(C2)CNC(=O)C2=CC=3C(=CN=CC3)O2)CC1 N-[[6-(pyridine-2-carbonyl)-6-azaspiro[2.5]octan-2-yl]methyl]furo[2,3-c]pyridine-2-carboxamide